tert-Butyl 3-(2-chloro-7-(3-(pivaloyloxy)naphthalen-1-yl)pyrido[4,3-d]pyrimidin-4-yl)-3,8-diazabicyclo[3.2.1]octane-8-carboxylate ClC=1N=C(C2=C(N1)C=C(N=C2)C2=CC(=CC1=CC=CC=C21)OC(C(C)(C)C)=O)N2CC1CCC(C2)N1C(=O)OC(C)(C)C